3-(6-(1-(4-chlorobenzyl)piperidin-4-yl)-3-oxo-1,3-dihydro-2H-indazol-2-yl)piperidine-2,6-dione ClC1=CC=C(CN2CCC(CC2)C2=CC=C3C(N(NC3=C2)C2C(NC(CC2)=O)=O)=O)C=C1